NC=1C=C(C(=C(C1)C1=C(C=2N=C(N=C(C2C=N1)N1C[C@H]2CC[C@@H](C1)N2C(=O)OC(C)(C)C)OCC(F)(F)F)F)C#N)Cl tert-butyl (1R,5S)-3-(7-(5-amino-3-chloro-2-cyanophenyl)-8-fluoro-2-(2,2,2-trifluoroethoxy)pyridino[4,3-d]pyrimidin-4-yl)-3,8-diazabicyclo[3.2.1]octan-8-formate